C[C@@H]1N(CCNC1)C(=O)[O-].C(C(C)(C)C)(=O)OC1C(CCCC1)CN1C=[N+](C=C1)CC1C(CCCC1)OC(C(C)(C)C)=O 1,3-bis[(2-pivaloxycyclohexane-1-yl)methyl]imidazolium (S)-2-methylpiperazine-1-carboxylate